C1(CC1)NC(=O)C=1C=C(C(N(C1)CC1=C2C=CN(C2=CC=C1)C)=O)C(=O)NC N5-cyclopropyl-N3-methyl-1-((1-methyl-1H-indol-4-yl)methyl)-2-oxo-1,2-dihydropyridine-3,5-dicarboxamide